4-methyl-5-oxo-4,5-dihydropyrazine-2-carboxylic acid methyl ester COC(=O)C=1N=CC(N(C1)C)=O